C1(CC1)C(=O)NC=1C=C(C(=O)NC=2C=NC=CC2C=2C=NC(=CC2)[N+](=O)[O-])C=CN1 2-(cyclopropanecarboxamido)-N-(6-nitro-[3,4'-bipyridin]-3'-yl)isonicotinamide